BrC=1C=C2/C(/C(NC2=CC1)=O)=C/1\C(N(/C(/S1)=N/C1=CC=C(C=C1)S(=O)(=O)N)C1=CC=CC=C1)=O 4-(((Z)-5-((Z)-5-bromo-2-oxoindoline-3-ylidene)-4-oxo-3-phenylthiazolidin-2-ylidene)amino)benzenesulphonamide